COC(NCC1=C2C(=NC=3C=C(C(=CC13)C)F)C1=CC3=C(C(N1C2)=O)COC([C@]3(O)CC)=O)=O Methyl-(S)-((4-ethyl-8-fluoro-4-hydroxy-9-methyl-3,14-dioxo-3,4,12,14-tetrahydro-1H-pyrano[3',4':6,7]indolizino[1,2-b]quinolin-11-yl)methyl)carbamate